NC=1N=CC2=C(N1)N(C=C2)C2=CC(=NC=C2)C#CC2(CCCCCC2)O 1-((4-(2-amino-7H-pyrrolo[2,3-d]pyrimidin-7-yl)pyridin-2-yl)ethynyl)cycloheptan-1-ol